Cl.C1(CC1)[C@@H](C)N (1R)-1-cyclopropylethanamine hydrochloride